lithium amino-2-methylpropanesulfonate NC(C(C)C)S(=O)(=O)[O-].[Li+]